(5-(trifluoromethyl)pyridin-3-yl)benzamide FC(C=1C=C(C=NC1)C1=C(C(=O)N)C=CC=C1)(F)F